3-vinyl-1H-benzo[c]indol-2-one C(=C)C=1C(CC23C(=CN=C2C1)C=CC=C3)=O